tert-butyl (R)-((3-(5-bromo-2-((6-fluoro-2-methylpyridin-3-yl)oxy)-4-methylnicotinamido)phenyl) (methyl)(oxo)-λ6-sulfaneylidene)carbamate BrC=1C=NC(=C(C(=O)NC=2C=C(C=CC2)[S@](=O)(C)=NC(OC(C)(C)C)=O)C1C)OC=1C(=NC(=CC1)F)C